9-benzyl-8-(2-chloro-4-(3-(piperazin-1-yl)propoxy)phenyl)-6-(1-methylcyclopropoxy)-9H-purine C(C1=CC=CC=C1)N1C2=NC=NC(=C2N=C1C1=C(C=C(C=C1)OCCCN1CCNCC1)Cl)OC1(CC1)C